O(S(=O)(=O)C(F)(F)F)C=1C(=CC2=C(C(C=3NC4=CC(=CC=C4C3C2=O)Br)(C)C)C1)C#N 3-bromo-9-cyano-6,6-dimethyl-11-oxo-6,11-dihydro-5H-benzo[b]carbazole-8-yl triflate